OC(CCCC(=O)OCCOC(CCCC(CCCCCCC)O)=O)CCCCCCC ethylene glycol bis(5-hydroxy-laurate)